4-((2-(1H-pyrazol-4-yl)ethyl)amino)-N-((3-fluoropyridin-2-yl)methyl)-5,6-dimethylpyrimidine N1N=CC(=C1)CCNC1=NCN(C(=C1C)C)CC1=NC=CC=C1F